[(6,6'-diphenyl[1,1'-binaphthalene]-2,2'-diyl)bis{oxy[3-(naphthalen-1-yl)-4,1-phenylene]}]dimethanol C1(=CC=CC=C1)C=1C=C2C=CC(=C(C2=CC1)C1=C(C=CC2=CC(=CC=C12)C1=CC=CC=C1)OC1=C(C=C(C=C1)CO)C1=CC=CC2=CC=CC=C12)OC1=C(C=C(C=C1)CO)C1=CC=CC2=CC=CC=C12